methyl (E)-4,4-diethyl-5-oxo-hex-2-enoate C(C)C(/C=C/C(=O)OC)(C(C)=O)CC